ClC=1N=C(C2=C(N1)C=CS2)N2CC(CCC2)C(=O)NC2=CC=CC=C2 1-(2-chlorothieno[3,2-d]pyrimidin-4-yl)-N-phenylpiperidine-3-carboxamide